FC(C1=CC=2C(=NN(N2)C2=C(C(=CC(=C2)C(C)(C)C)C(C)(C)C)O)C=C1)(F)F 5-trifluoromethyl-2-(2-hydroxy-3,5-di-tert-butylphenyl)-2H-benzotriazole